C1=C(C=C(C2=NC(=O)C(=O)N=C21)C#N)[N+](=O)[O-] cyano-7-nitroquinoxaline-2,3-dione